dimethyl-N-[(2-methylpyridin-4-yl)methyl]pyrazolo[1,5-a]pyrimidin-7-amine CC=1C(=NN2C1N=CC=C2NCC2=CC(=NC=C2)C)C